4-(t-butoxycarbonyl)aminobutyric acid C(C)(C)(C)OC(=O)NCCCC(=O)O